CC1=CN=C2N1C=C(C=N2)C=2C=CN1N=C(N=CC12)NC1CC2(CNC2)C1 5-(3-methylimidazo[1,2-a]pyrimidin-6-yl)-N-(2-azaspiro[3.3]heptane-6-yl)pyrrolo[2,1-f][1,2,4]triazin-2-amine